C(C)(C)(C)OC(=O)NCCCCN[C@@H]1C[C@H](CCC1)NC1=NC=C(C(=N1)C1=CNC2=C(C(=CC=C12)C(=O)O)P(=O)(C)C)C(F)(F)F 3-(2-(((1S,3S)-3-((4-((t-butyloxycarbonyl)amino)butyl)amino)cyclohexyl)amino)-5-(trifluoromethyl)pyrimidin-4-yl)-7-(dimethylphosphoryl)-1H-indole-6-carboxylic acid